CC([SiH](C(=C)C)C1=C(C=CC=C1)[SiH](C(=C)C)C(C)C)C bis(dimethylisopropenylmethylsilyl)benzene